C1(=CC=C(C=C1)C(=O)OCCOCCOC(=O)C1=CC=C(C=C1)C)C diethylene glycol di-p-toluate